C[C@@H]1[C@H]([C@@H]([C@H]([C@]2(O1)OCC1=CC(=C(C=C12)CC1=CC=C(C=C1)C)F)O)O)O (1S,3'R,4'S,5'S,6'R)-6'-Methyl-6-(4-methyl-benzyl)-5-fluoro-3',4',5',6'-tetrahydro-3H-spiro-[isobenzofuran-1,2'-pyran]-3',4',5'-triol